C1(=CC=CC=C1)NC1=C2C=CN(C2=C(C=C1)C(=O)NCC1=CC=C(C(=O)OC)C=C1)CC1=CC=C(C=C1)C(F)(F)F methyl 4-((4-(phenylamino)-1-(4-(trifluoromethyl)benzyl)-1H-indole-7-carboxamido)methyl)benzoate